1-(4-(3-fluoro-5-(trifluoromethyl)benzyl)pyridin-2-yl)-N-(2-methoxyethyl)-1H-pyrazole-3-carboxamide FC=1C=C(CC2=CC(=NC=C2)N2N=C(C=C2)C(=O)NCCOC)C=C(C1)C(F)(F)F